CNC=1N=C(C=NC1C=1C2=C(C=NC1)N(C=N2)C)NC2=CC=C(C=C2)[C@@H](C)N2CCN(CC2)C |o1:25| 5-(Methylamino)-6-(3-methylimidazo[4,5-c]pyridin-7-yl)-3-[4-[rel-(1R)-1-(4-methylpiperazin-1-yl)ethyl]anilino]pyrazin